tert-Butyl 7-((2-ethyl-4'-(1,1,1,3,3,3-hexafluoro-2-hydroxypropan-2-yl)-[1,1'-biphenyl]-4-yl)methyl)-2,7-diazaspiro[3.5]nonane-2-carboxylate C(C)C1=C(C=CC(=C1)CN1CCC2(CN(C2)C(=O)OC(C)(C)C)CC1)C1=CC=C(C=C1)C(C(F)(F)F)(C(F)(F)F)O